6-(2-(3-(2-Chloro-6-methylphenyl)-5-cyclopropylisoxazol-4-yl)-7-azaspiro[3.5]non-1-en-7-yl)-4-(trifluoromethyl)chinolin ClC1=C(C(=CC=C1)C)C1=NOC(=C1C1=CC2(C1)CCN(CC2)C=2C=C1C(=CC=NC1=CC2)C(F)(F)F)C2CC2